tetrazine-thiol N1=NN=NC(=C1)S